C(C1=CC=CC=C1)OC=1C(=C(C[C@H]2N(CCC3=CC(=C(C=C23)O)OC)C(=O)C2CC2)C=CC1OC)Br (R)-(1-(3-(benzyloxy)-2-bromo-4-methoxybenzyl)-7-hydroxy-6-methoxy-3,4-dihydroisoquinolin-2(1H)-yl)(cyclopropyl)methanone